3-n-octyl-oxythiophene Tert-Butyl-7-(chloromethyl)-8-fluoro-3,4-dihydro-1H-isoquinoline-2-carboxylate C(C)(C)(C)OC(=O)N1CC2=C(C(=CC=C2CC1)CCl)F.C(CCCCCCC)OC1=CSC=C1